1-Nonyl-1-propylpyrrolidinium triflat [O-]S(=O)(=O)C(F)(F)F.C(CCCCCCCC)[N+]1(CCCC1)CCC